O1NOC2=C1C=CC(=C2)C2=C(C(=C(C1=CC(=C(C=C21)OC)OC)\C=C\C(=O)O)CO)C(=O)O (E)-1-(benzo[d][1,3]dioxazol-5-yl)-4-(2-carboxyvinyl)-3-(hydroxymethyl)-6,7-dimethoxy-2-naphthoic acid